C1(=CC=CC=C1)C1=NC(OC1C1=CC=CC=C1)=O 4,5-diphenyl-3-Oxazolin-2-one